FC1=C(C=C(C=C1)F)C1=C(C(=NC=C1)C1=CC=C(C=C1)F)NC(=O)C=1C=NC(=NC1)C(C)C N-(4-(2,5-difluorophenyl)-2-(4-fluorophenyl)pyridin-3-yl)-2-isopropylpyrimidine-5-carboxamide